4-((5-azaspiro[2.4]heptan-5-yl)methyl)-N-(3-((1r,3r)-3-cyano-1-((4-methyl-4H-1,2,4-triazol-3-yl)methyl)cyclobutyl)phenyl)-6-cyclopropylpicolinamide C1CC12CN(CC2)CC2=CC(=NC(=C2)C2CC2)C(=O)NC2=CC(=CC=C2)C2(CC(C2)C#N)CC2=NN=CN2C